OC1=CC=C(C=C1)C(C1=CC=CC=C1)(C1=CC=CC=C1)C1=CC=C(C=C1)O bis(4-hydroxyphenyl)diphenylmethane